N[C@H]1CN(CCC1)CC1=CC(=NC=C1)C(=O)NC1=CC=C(C=C1)C1=CC2=C(N=CN=C2C2CCOCC2)N1 (R)-4-((3-aminopiperidin-1-yl)methyl)-N-(4-(4-(tetrahydro-2H-pyran-4-yl)-7H-pyrrolo[2,3-d]pyrimidin-6-yl)phenyl)picolinamide